The molecule is a dihydroxy monocarboxylic acid that consists of lauric (dodecanoic) acid bearing two hydroxy substituents at positions 3 and 12. It is an omega-hydroxy fatty acid, a 3-hydroxy fatty acid, a dihydroxy monocarboxylic acid and a medium-chain fatty acid. It derives from a dodecanoic acid. It is a conjugate acid of a 3,12-dihydroxylaurate. C(CCCCC(CC(=O)O)O)CCCCO